tert-butyl (3R)-4-(10-hydroxy-10-((5-methyl-2-oxopyrazin-1(2H)-yl)methyl)-7-azaspiro[4.5]decane-7-carbonyl)-3-phenylpiperazine-1-carboxylate OC1(CCN(CC12CCCC2)C(=O)N2[C@@H](CN(CC2)C(=O)OC(C)(C)C)C2=CC=CC=C2)CN2C(C=NC(=C2)C)=O